(Z)-1-(3-(2-(1-methoxyethyl)-5-methylphenyl)-4-oxothiazolidin-2-ylidene)-3-(4-(1-(4-(trifluoromethyl)phenyl)-1H-imidazol-4-yl)phenyl)urea COC(C)C1=C(C=C(C=C1)C)N1/C(/SCC1=O)=N/C(=O)NC1=CC=C(C=C1)C=1N=CN(C1)C1=CC=C(C=C1)C(F)(F)F